2-(5-ethylidene-2-norbornenyl)-ethylallyldichlorosilane C(C)=C1C2C=C(C(C1)C2)CCC=CC[SiH](Cl)Cl